C1(=CC(=CC=C1)[C@H]1[C@H](CN(CC1)C(=O)C1CC2(C1)NC(OC2)=O)C)C2=CC=CC=C2 racemic-(2s,4S)-2-((3R,4R)-4-([1,1'-biphenyl]-3-yl)-3-methylpiperidine-1-carbonyl)-7-oxa-5-azaspiro[3.4]octan-6-one